(R)-4-((1-(3-(difluoromethyl)-2-fluorophenyl)ethyl)amino)-2-methyl-6-phenyl-6H-[1,4]oxazino[3,2-g]quinazolin-7(8H)-one FC(C=1C(=C(C=CC1)[C@@H](C)NC1=NC(=NC2=CC3=C(C=C12)N(C(CO3)=O)C3=CC=CC=C3)C)F)F